COCCN1N=C(C=C1)B1OC(C(O1)(C)C)(C)C 1-(2-methoxyethyl)-3-(4,4,5,5-tetramethyl-1,3,2-dioxaborolane-2-yl)-1H-pyrazole